[O-]S(=O)(=O)C(F)(F)F.C(CCC)[N+](CCCCN1C=2C=CC(=CC2N(C2=CC=C(C=C12)C(C)(C)C)CCCC[N+](C)(C)CCCO)C(C)(C)C)(C)C.[O-]S(=O)(=O)C(F)(F)F N-butyl-4-(2,7-di-tert-butyl-10-(4-((3-hydroxypropyl)dimethylammonio)butyl)phenazin-5(10H)-yl)-N,N-dimethylbutan-1-aminium triflate